CC1=NOC(=C1NC1=NC(=NC=C1C(=O)N)NC1=C(C=C2CCN(CC2=C1)C)OC)C 4-((3,5-dimethylisoxazol-4-yl)amino)-2-((6-methoxy-2-methyl-1,2,3,4-tetrahydroisoquinolin-7-yl)amino)pyrimidine-5-carboxamide